cyclopentane-1,2,3,4-tetraol C1(C(C(C(C1)O)O)O)O